[In+3].[Te-2].[Cd+2] cadmium telluride indium